2-chloro-8-cyclopentyl-6-iodo-5-methylpyrido-[2,3-d]pyrimidin-7-one ClC=1N=CC2=C(N1)N(C(C(=C2C)I)=O)C2CCCC2